C1(CC1)NS(=O)(=O)C1=C(C=CC=C1)NC1=NC(=NC=C1Cl)Cl N-cyclopropyl-2-((2,5-dichloropyrimidin-4-yl)amino)benzenesulfonamide